C(C)(C)(C)OC(N[C@@H](CC1=CNC2=CC=C(C=C12)OC)CC1=CC=CC=C1)=O (R)-(1-(5-methoxy-1H-indol-3-yl)-3-phenylpropane-2-yl)carbamic acid tert-butyl ester